C(C)O/C=C/C=1C=C(C=CC1F)C(C(=O)O)C 2-[3-[(E)-2-ethoxyvinyl]-4-fluoro-phenyl]propanoic acid